FC=1C=C(C=CC1N1CCN(CC1)C1COC1)N1C(OC(C1)CNC(CO)=O)=O N-((3-(3-fluoro-4-(4-(oxetan-3-yl)piperazin-1-yl)phenyl)-2-oxooxazolidin-5-yl)methyl)-2-hydroxyacetamide